2'-chloro-5'-methoxy-6-methyl-[4,4'-bipyridin]-3-carboxamide ClC1=NC=C(C(=C1)C1=C(C=NC(=C1)C)C(=O)N)OC